COC(=O)C1=NC=C(N=C1)\C=C\COC (E)-5-(3-methoxyprop-1-en-1-yl)pyrazine-2-carboxylic acid methyl ester